C(C)OC(CC(=O)N(C)C(C1(CCCCC1)C(=O)OC)C1=CC=C(C=C1)C(F)(F)F)=O Methyl 1-((3-ethoxy-N-methyl-3-oxopropanamido)(4-(trifluoromethyl)phenyl)methyl)cyclohexanecarboxylate